ClC1=C(C=CC(=C1)C(F)(F)F)NC(CN1C(=C(C(C=2C1=NC=C(N2)CN2CCOCC2)=O)N2CCN(CC2)C(=O)C2=NC=NC(=C2O)C)CC)=O N-(2-chloro-4-(trifluoromethyl)phenyl)-2-(6-ethyl-7-(4-(5-hydroxy-6-methylpyrimidine-4-carbonyl)piperazin-1-yl)-2-(morpholinomethyl)-8-oxopyrido[2,3-b]pyrazin-5(8H)-yl)acetamide